lithium nickel manganese cobalt salt [Co].[Mn].[Ni].[Li]